tert-butyl (3-fluoro-2-(((2-isopropyl-1-oxo-1,2,3,4-tetrahydroisoquinolin-6-yl)oxy)methyl)allyl)carbamate FC=C(CNC(OC(C)(C)C)=O)COC=1C=C2CCN(C(C2=CC1)=O)C(C)C